OCS(=O)(=O)OC1=CC=C(C=C1)SC1=CC(=CC=C1)NC(=O)OC(C)(C)C.[Na] sodium (4-((3-((tert-butoxycarbonyl)amino)phenyl)thio)phenyl) (hydroxy)methanesulfonate